P(=O)(O)(O)OC[C@@H]1[C@H]([C@H]([C@@](O1)(N1C=NC=2C(N)=NC=NC12)CC=C(C)C)O)O (dimethylallyl)adenosine 5'-phosphate